4-(3,6-dihydro-2H-pyran-4-yl)-2-(morpholin-4-yl)-8-(1H-pyrazol-3-yl)-[1,7]naphthyridine O1CCC(=CC1)C1=CC(=NC2=C(N=CC=C12)C1=NNC=C1)N1CCOCC1